(Z)-1-(2,4-dichlorophenyl)-2-((1-methyl-3-(trifluoromethyl)-1H-pyrazol-5-yl)oxy)ethan-1-one-O-butyl oxime C(CCC)O\N=C(/COC1=CC(=NN1C)C(F)(F)F)\C1=C(C=C(C=C1)Cl)Cl